ethylene oxide triacrylate C(C=C)(=O)O.C(C=C)(=O)O.C(C=C)(=O)O.C1CO1